NC([C@H](C[C@H]1C(NCCC1)=O)NC(=O)C1N(CC2(CCC2)C1)C(=O)C=1NC2=CC=CC(=C2C1)Cl)=O N-((S)-1-amino-1-oxo-3-((S)-2-oxopiperidin-3-yl)propan-2-yl)-6-(4-chloro-1H-indole-2-carbonyl)-6-azaspiro[3.4]octane-7-carboxamide